FC1=C(C=C(C=C1)NC(=O)NC=1C=NC=C(C1)F)C(=O)C=1C=C2N=C(C=NC2=CC1)N1CCOCC1 1-(4-fluoro-3-(3-morpholinylquinoxaline-6-carbonyl)phenyl)-3-(5-fluoropyridin-3-yl)urea